C(C)(C)(C)C1=C(C=C(C(=C1)C(C)(C)C)C)OP(O)C1=CC=C(C=C1)C1=CC=C(C=C1)P(O)O.O1CCC(CC1)C1=C(C=NC2=C(C=CC=C12)C1=C(C(=CC(=C1)F)F)F)NC(=O)C1CCOC2=CC=CC=C12 N-(4-(tetrahydro-2H-pyran-4-yl)-8-(2,3,5-trifluorophenyl)quinolin-3-yl)chroman-4-carboxamide (2,4-di-tert-butyl-5-methylphenyl)-4,4'-biphenyl-diphosphonite